S(=O)(=O)(O)O.C(C)OC(=O)N1CCN(CC1)C([C@@H](NS(=O)(=O)C1=C(C=C(C=C1C(C)C)C(C)C)C(C)C)CC1=CC(=CC=C1)\C(=N/O)\N)=O 4-{3-[(E)-amino(hydroxyimino)methyl]-N-[(2,4,6-triisopropylphenyl)sulfonyl]-L-phenylalanyl}-piperazine-1-carboxylic acid ethyl ester hydrogen sulfate salt